6-[(3S)-3-(cyanomethyl)piperazin-1-yl]-N-(3-methoxy-1-naphthyl)-2-[(1-methyl-3-piperidyl)methoxy]pyrimidine-4-carboxamide C(#N)C[C@H]1CN(CCN1)C1=CC(=NC(=N1)OCC1CN(CCC1)C)C(=O)NC1=CC(=CC2=CC=CC=C12)OC